(4Z,8Z)-1,5,9-trimethyl-13-oxabicyclo[10.1.0]trideca-4,8-diene CC12CC\C=C(/CC\C=C(/CCC2O1)\C)\C